CC=1C=C(C=C(C1)C)N1N=C2N(C1=O)[C@@H](CC2)C2=CC=CC=C2 (S)-2-(3,5-dimethylphenyl)-5-phenyl-2,5,6,7-tetrahydro-3H-pyrrolo[2,1-c][1,2,4]triazol-3-one